[Sn].[Bi].[Pb] Lead-Bismuth-tin